(3-(2,6-dioxopiperidin-3-yl)-2-methylquinolin-7-yl)glycine O=C1NC(CCC1C=1C(=NC2=CC(=CC=C2C1)NCC(=O)O)C)=O